C(CCCC\C=C\C#CC=C)=O (6E)-6,10-undecadiene-8-ynal